BrC1=C2N(C3(C=4N(C2=CC(=C1)F)N=C(N4)C)CC3)C 6'-bromo-8'-fluoro-2',5'-dimethyl-5'H-spiro[cyclopropane-1,4'-[1,2,4]triazolo[1,5-a]quinoxaline]